OC=1C=C(C2=CC=CC=C2C1)N1CC=2N=C(N=C(C2CC1)N1CCNCC1)OC[C@H]1N(CCC1)C(=O)OC(C)(C)C tert-butyl (2S)-2-[[7-(3-hydroxy-1-naphthyl)-4-piperazin-1-yl-6,8-dihydro-5H-pyrido[3,4-d]pyrimidin-2-yl]oxymethyl]pyrrolidine-1-carboxylate